2-(6-((2S,5R)-4-(1-(2,2-difluorobenzo[d][1,3]dioxol-5-yl)ethyl)-2,5-dimethyl-piperazin-1-yl)-9-ethyl-3-methyl-2-oxo-3,9-dihydro-2H-purin-8-yl)acetonitrile FC1(OC2=C(O1)C=CC(=C2)C(C)N2C[C@@H](N(C[C@H]2C)C=2C=1N=C(N(C1N(C(N2)=O)C)CC)CC#N)C)F